1,2,3,4-tetrahydroacridine hydrochloride hydrate O.Cl.C1CCCC2=NC3=CC=CC=C3C=C12